S1CCNCC2=C1N=CC=C2 3,4-dihydro-2H-pyrido[3,2-f][1,4]thiazepine